BrC1=NC2=CN=C(C=C2C=C1)Cl 2-bromo-6-chloro-1,7-naphthyridine